CN(NC)CC=1N(C2=CC=CC=C2C1)C(C(N(C(CCN(C(CN(C(CN(C(CNC(CC)=O)=O)CCO)=O)CCO)=O)CCO)=O)C)C)C(=O)O (2-((1,2-Dimethylhydrazino)methyl)-1H-indol-1-yl)-7,10,13-tris(2-hydroxyethyl)-2,3-dimethyl-4,8,11,14,17-pentaoxo-3,7,10,13,16-pentaazanonadecane-1-carboxylic acid